6-amino-2-(methylsulfonyl)-7,9-dihydro-8H-purin-8-one NC1=C2NC(NC2=NC(=N1)S(=O)(=O)C)=O